Cl.C1(=CC=CC=C1)C(CNN)=C N'-(2-phenyl-allyl)hydrazine hydrochloride